3-methyl-9-oxo-2,4-bis(thiazol-2-yl)-7-(pyridin-2-ylmethyl)-3,7-diazabicyclo[3.3.1]nonane-1,5-dicarboxylic acid dimethyl ester COC(=O)C12C(N(C(C(CN(C1)CC1=NC=CC=C1)(C2=O)C(=O)OC)C=2SC=CN2)C)C=2SC=CN2